5,5-difluoro-2-(hydroxymethyl)pentanoic acid FC(CCC(C(=O)O)CO)F